FC(C(=O)OCC=C)(C(C(C(F)(F)F)(F)F)(F)F)F allyl perfluorovalerate